ClC1=C(C=C(C=N1)C(=O)OC)OCC1=CC(=CC(=C1)F)F methyl 6-chloro-5-[(3,5-difluorophenyl)methoxy]pyridine-3-carboxylate